C(#N)C1=NC(=NC2=C(C=C(C=C12)C)C(C)NC1=C(C(=O)OC(C)(C)C)C=CC=C1)N1CCC(CC1)(C)C tert-butyl 2-((1-(4-cyano-2-(4,4-dimethylpiperidin-1-yl)-6-methylquinazolin-8-yl)ethyl)amino)benzoate